COC1=CC=C(C=N1)[C@H]1COC=2C(=NC=C(C2)C(=O)OC)O1 methyl (S)-3-(6-methoxypyridin-3-yl)-2,3-dihydro-[1,4]dioxino[2,3-b]pyridine-7-carboxylate